2-Fluoro-4-((1-(4-(hydroxymethyl)-3-(pyridazin-4-yl)-1H-pyrazol-5-yl)-2-oxopyrrolidin-3-yl)methyl)benzonitrile FC1=C(C#N)C=CC(=C1)CC1C(N(CC1)C1=C(C(=NN1)C1=CN=NC=C1)CO)=O